COCCOC=1C=C(C=2N(C1)N=CC2C#N)C=2C=NC(=CC2)N2CCN(CC2)CC2=NC=C(C=C2)OC 6-(2-methoxyethoxy)-4-(6-(4-((5-methoxypyridin-2-yl)methyl)piperazin-1-yl)pyridin-3-yl)pyrazolo[1,5-a]pyridine-3-carbonitrile